FC1=CC=C(C=C1)N[C@H]1[C@@H](CNCC1)OC (3r,4r)-N-(4-fluorophenyl)-3-methoxy-piperidin-4-amine